(S)-3-(6,7-Dimethyl-1H-benzo[d]imidazol-5-yl)-4-(4-propoxyphenyl)oxazolidin-2-on CC=1C(=CC2=C(NC=N2)C1C)N1C(OC[C@@H]1C1=CC=C(C=C1)OCCC)=O